FC1=CC=C(C(=C1[C@H]([C@@H](C=1OC(NN1)=O)NC(OC(C)(C)C)=O)C)C)C tert-butyl ((1S,2R)-2-(6-fluoro-2,3-dimethylphenyl)-1-(5-oxo-4,5-dihydro-1,3,4-oxadiazol-2-yl)propyl)carbamate